D-glucosamine-d OC1([C@H](N)[C@@H](O)[C@H](O)[C@H](O1)CO)[2H]